chloro-ethylhexylbenzotriazole ClC=1C(=C(C2=C(NN=N2)C1)CCCCCC)CC